O[C@@H](CNCCCOC=1C(=C(C=CC1)C1=C(C(=CC=C1)OCCCN1C[C@@H](CC1)O)C)C)C1=CC=CC=C1 (R)-1-(3-((3'-(3-(((R)-2-hydroxy-2-phenylethyl)amino)propoxy)-2,2'-dimethyl-[1,1'-biphenyl]-3-yl)oxy)propyl)pyrrolidin-3-ol